3-cyano-3-hydroxy-piperidine-1-carboxylic acid tert-butyl ester C(C)(C)(C)OC(=O)N1CC(CCC1)(O)C#N